C(C)(C)(C)OC(CCCC(NCCOCCOCCOCCOC)=O)=O 15-oxo-2,5,8,11-tetraoxa-14-azanonadecan-19-oic acid tert-butyl ester